ClC=1C=CC(=C(C1)NC(=S)NC1=CC=CC=C1)OC N-(5-chloro-2-methoxyphenyl)-N'-phenylthiourea